CC1=NC2=C(N1C1=CC=CC=C1)C=CC(=C2)C2=CC=C(C=C2)NC(=O)NCCCN2CCOCC2 1-(4-(2-methyl-1-phenyl-1H-benzoimidazol-5-yl)phenyl)-3-(3-morpholinopropyl)urea